5-(methylthio)-3-(p-tolyl)-1H-pyrazole CSC1=CC(=NN1)C1=CC=C(C=C1)C